C(C)(C)(C)OC(=O)N1C[C@H]([C@@H](CC1)NC1=CC=C(C=C1)F)O (3R,4R)-4-(4-fluoroanilino)-3-hydroxypiperidine-1-carboxylic acid tert-butyl ester